CC1(OB(OC1(C)C)C=1C=NNC1)C 4-(4,4,5,5-Tetramethyl-1,3,2-dioxaborolan-2-yl)-1H-pyrazole